C(=O)O.N1[C@H](CC1)C1=CC(=C2CN(C(C2=C1)=O)C1=CC(=CC=C1)C1(COC1)CC1=NN=CN1C)C(F)(F)F |r| (±)-6-(azetidin-2-yl)-2-(3-(3-((4-methyl-4H-1,2,4-triazol-3-yl)methyl)oxetan-3-yl)phenyl)-4-(trifluoromethyl)isoindolin-1-one formate